methyl (R)-8-(1-((benzyloxy) carbonyl) pyrrolidin-2-yl)-7H-purine-6-carboxylate C(C1=CC=CC=C1)OC(=O)N1[C@H](CCC1)C1=NC2=NC=NC(=C2N1)C(=O)OC